C(CC)OCC1C2C3C4C=CC(C3C(C1)C2)C4 8-(n-propoxymethyl)-tetracyclo[4.4.0.12,5.17,10]-3-dodecene